isopropoxyimidazo[1,2-a]pyrazine-6-carboxylic acid C(C)(C)OC=1N=C2N(C=C(N=C2)C(=O)O)C1